C1(=CC=CC2=NC3=CC=CC=C3C=C12)C1=C(C=CC=C1)C(=C(C1=CC=CC=C1)C1=CC=CC=C1)C1=CC=CC=C1 acridinyl-tetraphenyl-ethylene